6-bromo-4-{4-[(2-chlorophenyl)methyl]piperazin-1-yl}-1-methyl-2-oxo-1,2-dihydro-1,5-naphthyridine-3-carbonitrile BrC=1N=C2C(=C(C(N(C2=CC1)C)=O)C#N)N1CCN(CC1)CC1=C(C=CC=C1)Cl